C[C@@]12[C@H](CC[C@@]3([C@@H]1[C@@H]([C@]45[C@H]3CC[C@H](C4)C(=C)C5)C(=O)OC)OC2=O)O The molecule is a gibberellin ester that is the methyl ester of gibberellin A4. It is a gibberellin ester, a lactone and a methyl ester. It derives from a gibberellin A4.